FC(OC1=C(C(=CC=C1)F)C=1C=C2C(=NNC2=CC1C#N)C1=CC(=C2CCN(CC2=C1)CC(C)(C)O)C)F 5-(2-(difluoromethoxy)-6-fluorophenyl)-3-(2-(2-hydroxy-2-methylpropyl)-5-methyl-1,2,3,4-tetrahydroisoquinolin-7-yl)-1H-indazole-6-carbonitrile